5-(5-(3,5-dichlorophenyl)-5-(trifluoromethyl)-4,5-dihydroisoxazol-3-yl)-N-(5-methylhexan-2-yl)-5,6-dihydro-4H-thieno[2,3-c]pyrrole-2-carboxamide ClC=1C=C(C=C(C1)Cl)C1(CC(=NO1)N1CC2=C(C1)C=C(S2)C(=O)NC(C)CCC(C)C)C(F)(F)F